ClC1=CC(=C(C=C1)C1=NOC(=C1C1=NC=CC=C1CO)C1=C(C=C(C=C1)F)F)F (αr)-[3-(4-chloro-2-fluorophenyl)-5-(2,4-difluorophenyl)-4-isoxazolyl]-3-pyridinemethanol